CN1N=C(C=C1[C@H]1[C@@H]([C@@H]2CC[C@@H]1O2)C(=O)NC2=CC=C(C(=O)OCC)C=C2)C(F)(F)F ethyl 4-((1S,2S,3R,4S)-3-(1-methyl-3-(trifluoromethyl)-1H-pyrazol-5-yl)-7-oxabicyclo[2.2.1]heptane-2-carboxamido)benzoate